ClC=1C(=NC(=C(C(=O)O)C1C)N1CCC(CCC1)(F)F)C 5-chloro-2-(4,4-difluoroazepan-1-yl)-4,6-dimethylnicotinic acid